3-Aminopropyl(dodecanoxy)tetradecanoxy(hexadecanoxy)silan NCCC[Si](OCCCCCCCCCCCCCCCC)(OCCCCCCCCCCCCCC)OCCCCCCCCCCCC